2-cyclopentyl-6-(p-tolyl)-N3-Sec-butylpyridine-2,3-diamine C1(CCCC1)C1(NC(=CC=C1NC(C)CC)C1=CC=C(C=C1)C)N